4-fluoropiperidine-1-carboxylic acid methyl ester COC(=O)N1CCC(CC1)F